C(C)N[C@@H](CC(C)C)C(=O)[O-] ethylleucinate